methyl (R)-2-(((5-(tert-butyl)-6-chloro-1H-indazol-3-yl)amino)methyl)-4-chloro-1-(1-(2,2-difluoroethyl)pyrrolidin-3-yl)-1H-imidazole-5-carboxylate C(C)(C)(C)C=1C=C2C(=NNC2=CC1Cl)NCC=1N(C(=C(N1)Cl)C(=O)OC)[C@H]1CN(CC1)CC(F)F